(S)-3-chloro-N-(1-(1-(5-((dimethyl(oxo)-λ6-sulfaneylidene)amino)pyridin-2-yl)-3-methyl-1H-1,2,4-triazol-5-yl)ethyl)-5-(trifluoromethoxy)benzamide ClC=1C=C(C(=O)N[C@@H](C)C2=NC(=NN2C2=NC=C(C=C2)N=S(=O)(C)C)C)C=C(C1)OC(F)(F)F